1-(N-(3-chloro-4-(3-methylcyclobutoxy)phenyl)propiolamido)-N-(2,4-dimethoxybenzyl)cyclopentane-1-carboxamide ClC=1C=C(C=CC1OC1CC(C1)C)N(C(C#C)=O)C1(CCCC1)C(=O)NCC1=C(C=C(C=C1)OC)OC